CC1=C(C2=CC3=NC(=CC4=C(C(=C([N-]4)C=C5C(=C(C(=N5)C=C1[N-]2)C=C)C)[C@H](CC/C=C(\\C)/CC/C=C(\\C)/CCC=C(C)C)O)C)C(=C3CCC(=O)[O-])C)CCC(=O)[O-].[Fe] The molecule is the cyclic tetrapyrrole anion that is ferroheme o protonated to pH 7.3. It is a conjugate base of a ferroheme o.